(E)-3-chloro-5-(3-(4-methoxyphenyl)acryloyl)-4-methylthieno[2,3-b]pyridin-6(7H)-one ClC1=CSC=2NC(C(=C(C21)C)C(\C=C\C2=CC=C(C=C2)OC)=O)=O